ClC=1C=C(C=C(C1OCCCl)C#N)C(C)(C)C1=CC=C(OCC2=NC(=NC=C2)N2CCN(CC2)C2CN(C2)C2CN(C2)C(=O)OC(C)(C)C)C=C1 tert-butyl 3-(4-(4-((4-(2-(3-chloro-4-(2-chloroethoxy)-5-cyanophenyl)propan-2-yl)phenoxy)methyl)pyrimidin-2-yl)piperazin-1-yl)-[1,3'-biazetidine]-1'-carboxylate